CCS(=O)(=O)[O-] methyl-methanesulfonate